(S)-4-oxo-1-(5-(o-tolyl)pyridine-2-carbonyl)pyrrolidine-2-carboxylic acid methyl ester COC(=O)[C@H]1N(CC(C1)=O)C(=O)C1=NC=C(C=C1)C1=C(C=CC=C1)C